(S)-6-(2-amino-3-fluoropropyl)-2-(1-(cyclopropylmethyl)-6-fluoro-7-methoxy-1H-indol-2-yl)-1-methyl-1,6,7,8-tetrahydro-5H-imidazo[4,5-g]isoquinolin-5-one N[C@@H](CN1C(C=2C=C3C(=CC2CC1)N(C(=N3)C=3N(C1=C(C(=CC=C1C3)F)OC)CC3CC3)C)=O)CF